FC1=CC=C(C=C1)C1=CC=CC=C1 4-fluoro-1,1-biphenyl